C(CC)C1(C(=CC(=C1)CCC)CCC)[Ti](N(CC)CC)(N(CC)CC)N(CC)CC (1,2,4-tri-n-propyl-cyclopentadienyl)tris(diethylamino)titanium